ClC1=C(C=CC=C1)[N+]1=CC=CC2=CC=CC=C12 N-(o-chlorophenyl)quinolinium